5-methyl-1,2-oxazol-4-amine CC1=C(C=NO1)N